C1(=CC=CC=C1)C1=NC(=NC(=N1)C1=CC=CC=C1)C1=C(C=C(C=C1)OCCOC(C(=C)C)=O)O 2-(4,6-diphenyl-1,3,5-triazin-2-yl)-5-[2-(methacryloyloxy)ethoxy]phenol